2-[6-[[[6-[cyclopropyl-[[4-(trifluoromethyl)phenyl]methyl]amino]-5-fluoro-pyrimidin-4-yl]amino]methyl]-3-pyridyl]acetamide C1(CC1)N(C1=C(C(=NC=N1)NCC1=CC=C(C=N1)CC(=O)N)F)CC1=CC=C(C=C1)C(F)(F)F